C(#N)/C(/C(=O)OC)=C/C=1C=NC(=CC1)OC methyl (Z)-2-cyano-3-(6-methoxy-pyridin-3-yl)-acrylate